((1S,3s)-3-((2-((R)-1-aminoethyl)-4-fluorophenoxy)methyl)cyclobutyl)carbamic acid tert-butyl ester C(C)(C)(C)OC(NC1CC(C1)COC1=C(C=C(C=C1)F)[C@H](C)N)=O